2,4-di-n-pentylphenol C(CCCC)C1=C(C=CC(=C1)CCCCC)O